N[C@H]1CC(OC1)=O (4S)-4-aminotetrahydrofuran-2-one